5-(acetylamino)-N,N'-bis(2,3-dihydroxypropyl)-1,3-benzenedicarboxamide C(C)(=O)NC=1C=C(C=C(C1)C(=O)NCC(CO)O)C(=O)NCC(CO)O